[2-chloro-4-[1-[5-[2-(methylaminomethyl)phenyl]-2-thienyl]ethylamino]-5,7-dihydropyrrolo[3,4-d]pyrimidin-6-yl]-morpholino-methanone HCl salt Cl.ClC=1N=C(C2=C(N1)CN(C2)C(=O)N2CCOCC2)NC(C)C=2SC(=CC2)C2=C(C=CC=C2)CNC